COC1=CC=C(CN2N=C(C=C2)C(=O)O)C=C1 1-(4-methoxybenzyl)-1H-pyrazole-3-carboxylic acid